(R)-4-((2-(((5-chloropyridin-2-yl)(1-methylcyclopentyl)methyl)amino)-3,4-dioxocyclobut-1-en-1-yl)amino)-3-hydroxy-N,N-dimethylpicolinamide ClC=1C=CC(=NC1)[C@@H](C1(CCCC1)C)NC1=C(C(C1=O)=O)NC1=C(C(=NC=C1)C(=O)N(C)C)O